nonylhexadecyl 2-methylprop-2-enoate CC(C(=O)OC(CCCCCCCCCCCCCCC)CCCCCCCCC)=C